5-chloro-1-(2,6-difluorobenzyl)-4-(2-(((1-fluorocyclopropyl)methyl)amino)ethyl)-1H-pyrazole-3-carboxylic acid ClC1=C(C(=NN1CC1=C(C=CC=C1F)F)C(=O)O)CCNCC1(CC1)F